6-(trifluoromethyl)-2H-dispiro[furo[2,3-b]pyridine-3,1'-cyclohexane-4',2''-[1,3]dioxolane] FC(C1=CC=C2C(=N1)OCC21CCC2(OCCO2)CC1)(F)F